(R or S)-5-(2-(3-(2-(4-chlorothiophen-3-yl)ethyl)-3-(ethoxymethyl)pyrrolidin-1-yl)propan-2-yl)-2-methylpyridine ClC=1C(=CSC1)CC[C@@]1(CN(CC1)C(C)(C)C=1C=CC(=NC1)C)COCC |o1:8|